7'-(2-methyl-4-(4H-1,2,4-triazol-3-yl)phenyl)-1'H-spiro[cyclopentane-1,2'-pyrazino[2,3-b]pyrazin]-3'(4'H)-one CC1=C(C=CC(=C1)C1=NN=CN1)C1=CN=C2C(=N1)NC1(C(N2)=O)CCCC1